CC=1N=C(NC1)CCO methyl-hydroxyethyl-imidazole